(S)-1-(3-Cyclopropyl-4,5-difluorobenzoyl)-3,3-difluoro-5-{5-methyl-[1,2,4]triazolo[1,5-a]pyrimidin-7-yl}piperidine C1(CC1)C=1C=C(C(=O)N2CC(C[C@@H](C2)C2=CC(=NC=3N2N=CN3)C)(F)F)C=C(C1F)F